ClC1=CC=C(C=C1)C(CC1([Se]CCCC1)C1=CC=CC=C1)C1=C(C=C(C(=C1)OC)OC)OC (2-(4-chlorophenyl)-2-(2,4,5-trimethoxyphenyl)ethyl)(phenyl)selenane